5-[4-amino-5-(trifluoromethyl)-pyrrolo[2,1-f][1,2,4]triazin-7-yl]-N-[(3R,4S)-4-fluoro-1-(3-hydroxybutan-2-yl)pyrrolidin-3-yl]-2-methoxypyridine-3-carboxamide NC1=NC=NN2C1=C(C=C2C=2C=C(C(=NC2)OC)C(=O)N[C@@H]2CN(C[C@@H]2F)C(C)C(C)O)C(F)(F)F